C(=O)O.ClC1=C(C(=CC=C1)Cl)C1CN(C1)C1=CC=C(C=N1)CN1CC(C1)(O)C 1-((6-(3-(2,6-dichlorophenyl)azetidin-1-yl)pyridin-3-yl)methyl)-3-methylazetidin-3-ol, formic acid salt